6-cyano-N-cyclopentyl-5-(3,5-difluorophenyl)pyridine-3-carboxamide C(#N)C1=C(C=C(C=N1)C(=O)NC1CCCC1)C1=CC(=CC(=C1)F)F